tert-Butyl 4-(3-hydroxy-4-nitrophenyl)-2,2-dimethylpiperazine-1-carboxylate OC=1C=C(C=CC1[N+](=O)[O-])N1CC(N(CC1)C(=O)OC(C)(C)C)(C)C